(E)-3-(2,5-dichlorophenyl)-1-(9H-pyrido[3,4-b]indol-1-yl)prop-2-en-1-one ClC1=C(C=C(C=C1)Cl)/C=C/C(=O)C1=NC=CC2=C1NC1=CC=CC=C21